C(=O)(O)CN(C1(CN(CCN(C1)CC(=O)O)CC(=O)O)CCCCC(=O)O)CC(=O)O 2,2'-(6-(bis(carboxymethyl)amino)-6-(4-carboxybutyl)-1,4-diazepane-1,4-diyl)diacetic acid